exo-methoxy-7,7-dimethyl-10-methylene-bicyclo[4.3.1]decane COC12CCCCC(C(CC1)(C)C)C2=C